2-(3-hydroxy-3-methylazetidin-1-yl)-1-((2-(trimethylsilyl)ethoxy)methyl)-1H-pyrrole OC1(CN(C1)C=1N(C=CC1)COCC[Si](C)(C)C)C